FC1=CC(=C(C=C1C1=NN(C=C1)C)O)C1=NC=C(N=C1)N(C)[C@@H]1[C@@H](C2CCC[C@@H](C1)N2)F 4-fluoro-2-(5-{[(2R,3S,5S)-2-fluoro-9-azabicyclo[3.3.1]nonan-3-yl](methyl)amino}pyrazin-2-yl)-5-(1-methyl-1H-pyrazol-3-yl)phenol